3-((2S)-2-hydroxy-3-(8-(3-(3-methylthiophen-2-yl)phenylsulfonyl)-1-oxa-8-azaspiro[4.5]decan-3-ylamino)propoxy)-N-methylbenzenesulfonamide O[C@H](COC=1C=C(C=CC1)S(=O)(=O)NC)CNC1COC2(C1)CCN(CC2)S(=O)(=O)C2=CC(=CC=C2)C=2SC=CC2C